3-(3,3-difluoroazetidin-1-yl)-6,12-dihydrobenzo[c]acridin-7(5H)-one FC1(CN(C1)C=1C=CC2=C(CCC=3C(C=4C=CC=CC4NC23)=O)C1)F